N-[5-(difluoromethoxy)-4,6-dimethoxy-pyrimidin-2-yl]-6-methyl-7-pyrazin-2-yl-1H-indole-3-sulfonamide FC(OC=1C(=NC(=NC1OC)NS(=O)(=O)C1=CNC2=C(C(=CC=C12)C)C1=NC=CN=C1)OC)F